2-amino-N-(3-hydroxycyclohexyl)-3-methyl-N-((5-(trifluoromethyl)pyridin-2-yl)methyl)quinoline-6-carboxamide NC1=NC2=CC=C(C=C2C=C1C)C(=O)N(CC1=NC=C(C=C1)C(F)(F)F)C1CC(CCC1)O